CCCCCCCCCCCCCCCCCC(=O)O[C@H](COC(=O)CCCCCCC/C=C\\CCCCCCCC)COP(=O)(O)O The molecule is a 1-acyl-2-octadecanoyl-sn-glycero-3-phosphate in which the 1-acyl group is specified as oleoyl (9Z-octadecaenoyl). It derives from an oleic acid. It is a conjugate acid of a 1-oleoyl-2-stearoyl-sn-glycero-3-phosphate(2-).